C(C)(=O)NS(=O)(=O)C1=NC=CC(=C1)C(=O)NC1CC2(C1)CC(C2)C=2OC1=C(N2)C=C(C=C1)Cl 2-(acetylsulfamoyl)-N-[6-(5-chloro-1,3-benzoxazol-2-yl)spiro[3.3]heptane-2-yl]pyridine-4-carboxamide